CN(S(=O)(=O)C1=CC=2N(C=C1)C=CN2)C(C(F)(F)F)C2=CC=C(C=C2)C(F)(F)F N-methyl-N-(2,2,2-trifluoro-1-(4-(trifluoromethyl)phenyl)ethyl)imidazo[1,2-a]pyridine-7-sulfonamide